CN1N=C2[C@@H](N(CCC2=C1C1=CC(=C(C(=C1)F)F)F)C(=O)C=1C=CC2=C(NC(O2)=O)C1)C 5-[(7S)-2,7-dimethyl-3-(3,4,5-trifluorophenyl)-5,7-dihydro-4H-pyrazolo[3,4-c]pyridine-6-carbonyl]-3H-1,3-benzoxazol-2-one